[N+](=O)([O-])C1=C(C(=O)O)C=CC(=C1OC)O Nitro-vanillic acid